FC1=CC=C(C=2C(=CC(C12)(C)C)C)N 7-fluoro-1,1,3-trimethyl-1H-indene-4-amine